BrCCCCCC(=O)N[C@H](C(=O)N1[C@@H](C[C@H](C1)O)C(=O)N[C@@H](C)C1=CC=C(C=C1)C1=C(N=CS1)C)C(C)(C)C (2S,4R)-1-((S)-2-(6-bromohexanamido)-3,3-dimethylbutyryl)-4-hydroxy-N-((S)-1-(4-(4-methylthiazol-5-yl)phenyl)ethyl)pyrrolidine-2-carboxamide